4-chloro-N'-(diphenylmethylene)butyrhydrazide ClCCCC(=O)NN=C(C1=CC=CC=C1)C1=CC=CC=C1